FC(C1=CC=C(C=CC2=C(N=NN2)C(=O)O)C=C1)(F)F 5-(4-(trifluoromethyl)styryl)-1H-1,2,3-triazole-4-carboxylic acid